C1(CC1)OC=1C=C(C=C(C1)C(F)(F)F)N(C(=O)C=1N=C(SC1)C#C)C1C(N(CC1)CC(F)(F)F)=O N-(3-Cyclopropoxy-5-(trifluoromethyl)phenyl)-2-ethynyl-N-(2-oxo-1-(2,2,2-trifluoroethyl)pyrrolidin-3-yl)thiazole-4-carboxamide